FC1=C(CNC(CN2N=NN=C2C(CCCCB2OC(C(O2)(C)C)(C)C)NC(C2=CC=CC=C2)(C2=CC=CC=C2)C2=CC=CC=C2)=O)C=CC=C1 (-)-N-(2-fluorobenzyl)-2-(5-(5-(4,4,5,5-tetramethyl-1,3,2-dioxaborolan-2-yl)-1-(tritylamino)pentyl)-1H-tetrazol-1-yl)acetamide